ClC1=C(N=C(NC1=O)C1=CC=NC=C1)N1CC(CC1)O 5-chloro-4-(3-hydroxypyrrolidin-1-yl)-2-(4-pyridyl)-1H-pyrimidin-6-one